2-(2-(2-(7,8-Dimethyl-[1,2,4]triazolo[1,5-a]pyridin-6-yl)-3-isopropyl-1H-indol-5-yl)morpholino)acetamid CC1=C(C=2N(C=C1C=1NC3=CC=C(C=C3C1C(C)C)C1OCCN(C1)CC(=O)N)N=CN2)C